ClC1=C(C=C2C(=C(N(C2=C1F)C)C1=NNC(=N1)CS(=O)(=O)C)N1C=NC=C1)OC 6-chloro-7-fluoro-3-(1H-imidazol-1-yl)-5-methoxy-1-methyl-2-(5-((methylsulfonyl)methyl)-1H-1,2,4-triazol-3-yl)-1H-indole